COC(C1=C(C=CC(=C1)OCC1=CSC=C1)NC(C)=O)=O 2-acetamido-5-(thiophen-3-ylmethoxy)benzoic acid methyl ester